3-(2,5-dimethyl-1H-pyrrol-1-yl)-N,N-dimethylpropane-1-amine CC=1N(C(=CC1)C)CCCN(C)C